1'-((2-(Trimethylsilyl)ethoxy)methyl)-6-oxaspiro[bicyclo[3.1.0]hexane-3,3'-pyrrolo[2,3-b]pyridine]-2'(1'H)-one C[Si](CCOCN1C(C2(C=3C1=NC=CC3)CC3OC3C2)=O)(C)C